(methylsulfanyl)(prop-2-yn-1-yloxy)methanethione CSC(=S)OCC#C